1-(4-Bromo-5-fluoro-2-methoxyphenyl)-7-fluoro-2-oxo-1,2-dihydroquinoline-6-sulfonic acid perfluorophenyl ester FC1=C(C(=C(C(=C1F)F)F)F)OS(=O)(=O)C=1C=C2C=CC(N(C2=CC1F)C1=C(C=C(C(=C1)F)Br)OC)=O